2-(6-(((1R,3R,4R,5S)-4-fluoro-1-methyl-9-azabicyclo[3.3.1]nonan-3-yl)(methyl)amino)pyridazin-3-yl)-5-(1H-imidazol-1-yl)phenol F[C@H]1[C@@H](C[C@]2(CCC[C@@H]1N2)C)N(C2=CC=C(N=N2)C2=C(C=C(C=C2)N2C=NC=C2)O)C